C(CC(=O)C)(=O)O.C(C=C)(=O)O acrylic acid acetoacetate